(S)-4-Amino-4-carboxy-N,N,N-trimethylbutan-1-aminium N[C@@H](CCC[N+](C)(C)C)C(=O)O